BrC1=CC=C(C=C1)NNC(=O)C=1C(=NN(C1)C=1SC=CN1)C(F)F N'-(4-bromophenyl)-3-(difluoromethyl)-1-(thiazol-2-yl)-1H-pyrazole-4-carbohydrazide